2-((4-(4-carbamoyl-1H-benzo[d]imidazol-2-yl)-3-fluorophenyl)amino)-7-cyclopentyl-N,N-dimethyl-7H-pyrrolo[2,3-d]pyrimidine-6-carboxamide C(N)(=O)C1=CC=CC=2NC(=NC21)C2=C(C=C(C=C2)NC=2N=CC1=C(N2)N(C(=C1)C(=O)N(C)C)C1CCCC1)F